1-[(1S)-1-(3-chloro-4-pyridyl)ethyl]-3-[(3S)-4,4-difluorotetrahydrofuran-3-yl]-1-methyl-urea ClC=1C=NC=CC1[C@H](C)N(C(=O)N[C@H]1COCC1(F)F)C